4,4,5,5-tetramethyl-2-(3-{[4-(trifluoromethyl)phenyl]methoxy}-phenyl)-1,3,2-dioxaborolane CC1(OB(OC1(C)C)C1=CC(=CC=C1)OCC1=CC=C(C=C1)C(F)(F)F)C